3-methyl-1-(4-(3-(pyrrolidin-1-yl)propanoyl)-3,4-dihydroquinoxaline-1(2H)-yl)butan-1-one CC(CC(=O)N1CCN(C2=CC=CC=C12)C(CCN1CCCC1)=O)C